6-((1R,5S,6s)-6-((4-(2-aminopropan-2-yl)-6-(4-fluorophenyl)pyridin-2-yl)oxy)-3-azabicyclo[3.1.0]hexane-3-carbonyl)-2-methylbenzo[d]thiazole-4-carboxamide NC(C)(C)C1=CC(=NC(=C1)C1=CC=C(C=C1)F)OC1[C@@H]2CN(C[C@H]12)C(=O)C=1C=C2C(N=C(S2)C)=C(C1)C(=O)N